C[C@H]1OC2=CC=CC=C2C=2C=CC=C(C[C@]3(C[C@H](CC3)NS(=O)(=O)C)C=3N=CC=C1N3)C2 |o1:1| N-[(1'S,9R*,15R)-9-methylspiro[8-oxa-13,22-diazatetracyclo[15.3.1.110,14.02,7]docosa-1(21),2,4,6,10,12,14(22),17,19-nonaene-15,3'-cyclopentane]-1'-yl]methanesulfonamide